C1(CC1)C=1N=NN(C1)[C@H](C(=O)N1[C@@H](C[C@H](C1)O)C(=O)NC1CCC(CC1)(C1=CC=CC=C1)C)C(C)(C)C (2S,4r)-1-[(2S)-2-(4-cyclopropyl-triazol-1-yl)-3,3-dimethyl-butyryl]-4-hydroxy-N-(4-methyl-4-phenyl-cyclohexyl)pyrrolidine-2-carboxamide